3-(3-(trifluoromethyl)phenyl)imidazo[1,2-b]Pyridazine FC(C=1C=C(C=CC1)C1=CN=C2N1N=CC=C2)(F)F